1-(4-(8-chloro-6-fluoro-7-(3-hydroxynaphthalen-1-yl)-1H-pyrazolo[4,3-c]-quinolin-1-yl)-piperidin-1-yl)prop-2-en-1-one ClC1=CC=2C3=C(C=NC2C(=C1C1=CC(=CC2=CC=CC=C12)O)F)C=NN3C3CCN(CC3)C(C=C)=O